NC1=C(C#N)C=C(C=C1)Br 2-amino-5-bromo-benzonitrile